8-Bromo-5-fluoro-2,2-dimethyl-4a-phenyl-1,2,4,4a-tetrahydro-3H-pyrimido[1,2-a]quinolin-3-one BrC=1C=C2C=C(C3(N(C2=CC1)CC(C(N3)=O)(C)C)C3=CC=CC=C3)F